arso silicate [Si](O[As](=O)=O)([O-])([O-])[O-]